ClC1=CC=C(C=C1)NS(=O)(=O)C1=CC=CC=C1 N-(4-chlorophenyl)benzenesulfonamide